ClC1=C(C=CC(=C1)Cl)C(COC)=O 1-(2,4-dichlorophenyl)-2-methoxy-ethanone